(S)-2-amino-N-(1-(5-((1-methyl-1H-pyrazol-4-yl)ethynyl)-1,4-dioxo-3-phenyl-3,4-dihydrophthalazin-2(1H)-yl)ethyl)pyrazolo[1,5-a]pyrimidine-3-carboxamide NC1=NN2C(N=CC=C2)=C1C(=O)N[C@H](C)N1C(C2=CC=CC(=C2C(N1C1=CC=CC=C1)=O)C#CC=1C=NN(C1)C)=O